5-(5-Cyano-2-{[(3S)-3-(morpholin-4-ylmethyl)-3,4-dihydroisoquinolin-2(1H)-yl]carbonyl}phenyl)-1,2-dimethyl-N-(4-{[2-(trimethylsilyl)ethoxy]methoxy}phenyl)-1H-pyrrole-3-carboxamide C(#N)C=1C=CC(=C(C1)C1=CC(=C(N1C)C)C(=O)NC1=CC=C(C=C1)OCOCC[Si](C)(C)C)C(=O)N1CC2=CC=CC=C2C[C@H]1CN1CCOCC1